N-(2-(2-methoxypyrimidin-4-yl)-1-methyl-1H-pyrrolo[3,2-c]pyridin-6-yl)-4-(tetrahydro-2H-pyran-4-yloxy)benzamide COC1=NC=CC(=N1)C1=CC=2C=NC(=CC2N1C)NC(C1=CC=C(C=C1)OC1CCOCC1)=O